ClC=1C(=NC(=NC1)N1CC(CCC1)C)NC1=CC2=C(N(C(N2CCC(C)(C)O)=O)C)C=C1 5-((5-Chloro-2-(3-methylpiperidin-1-yl)pyrimidin-4-yl)amino)-3-(3-hydroxy-3-methylbutyl)-1-methyl-1,3-dihydro-2H-benzo[d]imidazol-2-on